C12(CC(C1)C2)N2N=CC(=C2)N2N=CC1=CC(=C(C=C21)N2CCN(CC2)[C@@]2(C(COC2)=O)C)Cl |o1:25| (S or R)-4-(4-(1-(1-(bicyclo[1.1.1]pentan-1-yl)-1H-pyrazol-4-yl)-5-chloro-1H-indazol-6-yl)piperazin-1-yl)-4-methyldihydrofuran-3(2H)-one